C1(=C2C=3N=NN=NC3C3=C(C2=C(C(=C1C#N)C#N)C#N)C(=C(N=N3)C#N)C#N)C#N hexaazabenzophenanthrenehexacarbonitrile